[Ca].O=N[C@@H]([C@@H](C)CC)C(=O)O |r| Racemic-ketoisoleucine calcium